1-benzyl 2-methyl (2S,3R,4S)-4-[(tert-butyldimethylsilyl)oxy]-3-ethylpyrrolidine-1,2-dicarboxylate [Si](C)(C)(C(C)(C)C)O[C@H]1[C@@H]([C@H](N(C1)C(=O)OCC1=CC=CC=C1)C(=O)OC)CC